2-[1-[2-chloro-4-(2,4-dioxohexahydropyrimidin-1-yl)phenyl]-4-hydroxy-4-piperidinyl]acetic acid ClC1=C(C=CC(=C1)N1C(NC(CC1)=O)=O)N1CCC(CC1)(O)CC(=O)O